NC=1C(=NC(=C(C1)F)OCCC1=CC=C(C=C1)Br)NC(C)=O N-(3-amino-6-(4-bromophenylethoxy)-5-fluoropyridin-2-yl)acetamide